FC=1C=2N(C=C(C1)C=1C=C3C(=NC1)C=C(S3)C3CCN(CC3)C(=O)OC(C)(C)C)C=C(N2)C tert-butyl 4-(6-(8-fluoro-2-methylimidazo[1,2-a]pyridin-6-yl)thieno[3,2-b]pyridin-2-yl)piperidine-1-carboxylate